ClC1=CC(=C(C=N1)C#CCC(C)(O)C)N1CCC(CC1)(C)CO 5-(6-chloro-4-(4-(hydroxymethyl)-4-methylpiperidin-1-yl)pyridin-3-yl)-2-methylpent-4-yn-2-ol